4-[(6-chloropyridin-2-yl)oxy]-2-nitroaniline ClC1=CC=CC(=N1)OC1=CC(=C(N)C=C1)[N+](=O)[O-]